ClC1=CC=C(C(=N1)C(=O)O)N[C@H](C)C1=C2N=C(C(=NC2=CC(=C1)C)C#N)C=1CCN(CC1)C (R)-6-chloro-3-((1-(2-cyano-7-methyl-3-(1-methyl-1,2,3,6-tetrahydropyridin-4-yl)quinoxalin-5-yl)ethyl)amino)picolinic acid